C1(C=2N(CCN1)C=CC2)=O 3,4-dihydropyrrolo[1,2-a]pyrazin-1(2H)-one